5-amino-1-(2,6-dichloro-α,α,α-trifluoro-p-tolyl)-4-[(trifluoromethyl)sulfinyl]pyrazole-3-carbonitrile NC1=C(C(=NN1C1=CC(=C(C(=C1)Cl)C(F)(F)F)Cl)C#N)S(=O)C(F)(F)F